The molecule is a deuterated compound that is phenylalanine in which the five aromatic hydrogens are replaced by deuterium. It is a deuterated compound and a non-proteinogenic alpha-amino acid. [2H]C1=C(C(=C(C(=C1[2H])[2H])CC(C(=O)O)N)[2H])[2H]